ClC1=NC(=CC(=C1F)CO)Cl (2,6-Dichloro-3-fluoropyridin-4-yl)methanol